ClC=1C=C2C(=CC1Cl)NC([C@@]21CN(CC1)C1=NNC=C1)=O (3R)-5,6-dichloro-1'-(1H-pyrazol-3-yl)-1H-spiro[indole-3,3'-pyrrolidin]-2-one